C(C)(C)(C)OC(=O)NC1(CC2=CC=CC=C2C1)C(=O)O 2-(tert-butoxycarbonylamino)-2,3-dihydro-1H-indene-2-carboxylic acid